FC(C(=O)N1CC2(CC2)C(C1CC=1C(=C(C=CC1)C1=CC(=CC(=C1)F)F)F)NS(=O)(=O)C)(OC)F N-(5-(2,2-difluoro-2-methoxyacetyl)-6-((2,3',5'-trifluoro-[1,1'-biphenyl]-3-yl)methyl)-5-azaspiro[2.4]heptan-7-yl)methanesulfonamide